CS(=O)(=O)O.C(CC)(=O)OC methyl monopropionate monomethanesulfonate